C(C1=CC=CC=C1)OCOC(=O)N1CCN(CC1)C1=CC=C(C=C1)NC(C1=CC(=C(C=C1)C)NC1=NC=CC(=N1)C=1C=NC=CC1)=O 4-{4-[4-Methyl-3-(4-pyridin-3-yl-pyrimidin-2-ylamino)-benzoylamino]-phenyl}-piperazine-1-carboxylic acid benzyloxymethyl ester